N[C@H]1CS(C2=C(N(C1=O)CC=1C=NC(=CC1)C1=CC=C(C=C1)C(F)(F)F)C=C(C(=C2)F)C2=NOC(=N2)N2CC(OCC2)(F)F)(=O)=O (3R)-3-amino-7-[5-(2,2-difluoromorpholin-4-yl)-1,2,4-oxadiazol-3-yl]-8-fluoro-1,1-dioxo-5-[[6-[4-(trifluoromethyl)phenyl]-3-pyridinyl]methyl]-2,3-dihydro-1λ6,5-benzothiazepine-4-One